(1,2,4-tri-n-propylcyclopentadienyl)tris(dimethylamino)titanium C(CC)C1(C(=CC(=C1)CCC)CCC)[Ti](N(C)C)(N(C)C)N(C)C